CC1=C(N=NC=C1)NC(=O)N1CC(C1)OC1=NC=C(C=C1)C1=C(C=CC=C1)F 3-[5-(2-fluoro-phenyl)-pyridin-2-yloxy]-azetidine-1-carboxylic acid (4-methyl-pyridazin-3-yl)-amide